N-(3-fluoro-5-methyl-2-pyridyl)-5-phenyl-1H-pyrrole-3-sulfonamide FC=1C(=NC=C(C1)C)NS(=O)(=O)C1=CNC(=C1)C1=CC=CC=C1